2,6-dimethyl-3,7-octadiene-2,6-diol CC(C)(C=CCC(C=C)(O)C)O